N-Isopropyl-5-(2-methylimidazo[1,2-b]pyridazin-6-yl)-7H-pyrrolo[2,3-d]pyrimidin-2-amine C(C)(C)NC=1N=CC2=C(N1)NC=C2C=2C=CC=1N(N2)C=C(N1)C